CS(=O)(=O)CC(=O)Cl 2-(methylsulfonyl)-acetyl chloride